NC1CC(NC12CCC2)=O 8-amino-5-azaspiro[3.4]octan-6-one